4'-(pyridine-2,6-diylbis(1H-1,2,3-triazol-4,1-diyl))bis(2-(trifluoromethyl)benzoic acid) N1=C(C=CC=C1C=1N=NN(C1)C=1C(=C(C(=O)O)C=CC1)C(F)(F)F)C=1N=NN(C1)C=1C(=C(C(=O)O)C=CC1)C(F)(F)F